3-hydroxy-1,3-diphenylbutan-2-one OC(C(CC1=CC=CC=C1)=O)(C)C1=CC=CC=C1